tert-butyl 2-((2S,3R)-1,3-bis(benzyloxy)-1-oxobutan-2-yl)-1-oxo-2,5-diazaspiro[3.4]octane-5-carboxylate C(C1=CC=CC=C1)OC([C@H]([C@@H](C)OCC1=CC=CC=C1)N1C(C2(C1)N(CCC2)C(=O)OC(C)(C)C)=O)=O